1-[2-(azetidin-1-yl)ethyl]-6-(4-fluoro-2,3-dimethyl-phenyl)-3H-imidazo[4,5-b]pyridin-2-one N1(CCC1)CCN1C(NC2=NC=C(C=C21)C2=C(C(=C(C=C2)F)C)C)=O